C(C)OC([C@@H](NC(=O)OCC)CCOS(=O)(=O)C)=O N-ethoxycarbonyl-O-methylsulfonyl-L-homoserine ethyl ester